FC1=C(C2=C(C=CO2)C=C1)NC(=O)N1C(C=2NN=CC2C1)(C)C N-(6-fluorobenzofuran-7-yl)-6,6-dimethyl-4,6-dihydropyrrolo[3,4-c]pyrazole-5(1H)-carboxamide